(2R,4S)-4-([1,1'-biphenyl]-2-ylmethyl)-N-((S)-1-(((3-chloro-1H-pyrrolo[2,3-b]pyridin-5-yl)methyl)amino)-1-oxopropan-2-yl)pyrrolidine-2-carboxamide di-trifluoroacetate FC(C(=O)O)(F)F.FC(C(=O)O)(F)F.C1(=C(C=CC=C1)C[C@H]1C[C@@H](NC1)C(=O)N[C@H](C(=O)NCC=1C=C2C(=NC1)NC=C2Cl)C)C2=CC=CC=C2